methyl 1-[4-[(1S,4S,5R)-5-[[5-cyclopropyl-3-(2,6-dichlorophenyl)-1,2-oxazol-4-yl]methoxy]-2-azabicyclo[2.2.1]heptan-2-yl]phenyl]cyclopropane-1-carboxylate C1(CC1)C1=C(C(=NO1)C1=C(C=CC=C1Cl)Cl)CO[C@H]1[C@@H]2CN([C@H](C1)C2)C2=CC=C(C=C2)C2(CC2)C(=O)OC